tert-butyl ((1S,2S,4S)-2-amino-4-(3-(trifluoromethyl)phenyl)-cyclohexyl)carbamate N[C@@H]1[C@H](CC[C@@H](C1)C1=CC(=CC=C1)C(F)(F)F)NC(OC(C)(C)C)=O